(S)-1-(6-((3R,5S)-3,5-dimethylpiperazin-1-yl)pyridin-2-yl)ethan-1-amine C[C@@H]1CN(C[C@@H](N1)C)C1=CC=CC(=N1)[C@H](C)N